(R)-1-(5-methoxy-4-(3-(1-methyl-1H-pyrazol-3-yl)phenyl)-6-(pyridin-4-ylamino)pyrimidin-2-yl)piperidin-3-ol COC=1C(=NC(=NC1NC1=CC=NC=C1)N1C[C@@H](CCC1)O)C1=CC(=CC=C1)C1=NN(C=C1)C